NC12CC3CC(CC(C1)C3)C2 1-Aminotricyclo(3.3.1.13,7)decane